6,7-Dimethoxy-N-(3-Methoxy-5-(4-Methylthiophen-2-yl)phenyl)quinolin-4-amine COC=1C=C2C(=CC=NC2=CC1OC)NC1=CC(=CC(=C1)C=1SC=C(C1)C)OC